C(C)(C)(C)OC(=O)N1C(CC(C1)COC1=CC=C(C=C1)S(=O)(=O)C)(C)C 2,2-dimethyl-4-((4-(methylsulfonyl)phenoxy)methyl)pyrrolidine-1-carboxylic acid tert-butyl ester